(1S,3ar,7as)-N-((S)-4-(benzyloxy)-3-oxo-1-((S)-2-oxopiperidin-3-yl)butan-2-yl)-2-(4-methoxy-1H-indole-2-carbonyl)octahydro-1H-isoindole-1-carboxamide C(C1=CC=CC=C1)OCC([C@H](C[C@H]1C(NCCC1)=O)NC(=O)[C@H]1N(C[C@@H]2CCCC[C@H]12)C(=O)C=1NC2=CC=CC(=C2C1)OC)=O